Tert-Butyl 4-(4-oxo-5-phenyl-3,4-dihydroquinazolin-2-yl)piperidine-1-carboxylate O=C1NC(=NC2=CC=CC(=C12)C1=CC=CC=C1)C1CCN(CC1)C(=O)OC(C)(C)C